BrC=1C=NC=CC1[C@@H](CC\C=C/C)NC1=CC=C(C=C1)OC (R,Z)-N-(1-(3-bromopyridin-4-yl)hex-4-en-1-yl)-4-methoxyaniline